C(C)(C)(C)OC(=O)N1CCC(=CC1)C=1C=NC(=CC1)OC 6-Methoxy-3',6'-dihydro[3,4'-bipyridine]-1'(2'H)-carboxylic acid tert-butyl ester